4-Amino-2-fluorocyclopentanol NC1CC(C(C1)O)F